ClC1=CC2=C(C=N1)C(=NN2C2=C(C=C(C=C2)NS(=O)(=O)C)OC)NCCN(C(OC(C)(C)C)=O)C tert-Butyl (2-((6-chloro-1-(2-methoxy-4-(methylsulfonamido)phenyl)-1H-pyrazolo[4,3-c]pyridin-3-yl)amino)ethyl)(methyl)carbamate